4-hydroximinopyridinium N(O)=C1CC=[NH+]C=C1